5-hydroxy-3-[1,2,3,6-tetrahydro-1-[2-[1-cyclohexylmethyl-1H-pyrazol-4-yl]ethyl]-4-pyridinyl]-1H-indole OC=1C=C2C(=CNC2=CC1)C=1CCN(CC1)CCC=1C=NN(C1)CC1CCCCC1